OC(CCCCCCCCCCCCCCC(=O)O)CCC(CCCCCCCC)O 16,19-Dihydroxyheptacosanoic acid